C1(CCCC1)N1C(C(=CC2=C1N=C(N=C2)NC=2C=C1CCN(CC1=CC2)CCN(C)C)C#N)=O 8-cyclopentyl-2-((2-(2-(dimethylamino)ethyl)-1,2,3,4-tetrahydroisoquinolin-6-yl)amino)-7-oxo-7,8-dihydropyrido[2,3-d]pyrimidine-6-carbonitrile